NC1=C(C=CC2=CN(N=C12)CC1=C2C=CNC2=C(C=C1OC)C)C#N 7-amino-2-((5-methoxy-7-methyl-1H-indol-4-yl)methyl)-2H-indazole-6-carbonitrile